4-Hydroxymethyl-4-methyl-piperidine-1-carboxylic acid [7-methoxy-4-(1-methyl-1H-pyrazol-4-yl)-1H-benzoimidazol-2-yl]-amide COC1=CC=C(C2=C1NC(=N2)NC(=O)N2CCC(CC2)(C)CO)C=2C=NN(C2)C